FC(C1=CC=C(C=N1)C1=NN(C(=N1)[C@@H]1C[C@@H](CC1)N1C[C@H](OCC1)CC)C(C)C)F (R)-4-((1R,3S)-3-(3-(6-(difluoromethyl)pyridin-3-yl)-1-isopropyl-1H-1,2,4-triazol-5-yl)cyclopentyl)-2-ethylmorpholine